8-bromo-6-chloro-2-morpholino-3-(2,2,2-trifluoroethyl)quinazolin-4(3H)-one BrC=1C=C(C=C2C(N(C(=NC12)N1CCOCC1)CC(F)(F)F)=O)Cl